N-(5-(4-(difluoromethoxy)phenyl)-2-methoxypyridin-3-yl)-2-((2R,6S)-2,6-dimethylmorpholino)-5-fluoropyrimidin-4-amine FC(OC1=CC=C(C=C1)C=1C=C(C(=NC1)OC)NC1=NC(=NC=C1F)N1C[C@H](O[C@H](C1)C)C)F